C1(=CC=CC=C1)CC(=O)N phenyl(acetamide)